NCC=1C=NN(C1)CC1=CC2=C(C(=NO2)NS(=O)(=O)C2=C(C=CC(=C2)C(F)F)OC)C(=C1)OC N-(6-((4-(aminomethyl)-1H-pyrazol-1-yl)methyl)-4-methoxybenzo[d]isoxazol-3-yl)-5-(difluoromethyl)-2-methoxybenzenesulfonamide